indium trioxide [O-2].[O-2].[O-2].[In+3].[In+3]